The molecule is phenol substituted with iodo and nitro groups at the 3 and 5 positions respectively. It is an organoiodine compound and a member of 3-nitrophenols. C1=C(C=C(C=C1O)I)[N+](=O)[O-]